N-(4-Cyano-2-fluorobenzyl)-6-((1-(cyclopropylsulfonyl)cyclopropyl)methyl)-1-methyl-7-oxo-4,5,6,7-tetrahydro-1H-pyrazolo[3,4-c]pyridine-3-carboxamide C(#N)C1=CC(=C(CNC(=O)C2=NN(C=3C(N(CCC32)CC3(CC3)S(=O)(=O)C3CC3)=O)C)C=C1)F